BrC=1C=NN(C1)CCOC(C)O (2-(4-bromo-1H-pyrazol-1-yl)ethoxy)ethan-1-ol